methyl (S)-2-(2-(tert-butoxycarbonyl)-2-azaspiro[3.3]heptan-6-yl)-1-(oxetan-2-ylmethyl)-1H-benzo[d]imidazole-6-carboxylate C(C)(C)(C)OC(=O)N1CC2(C1)CC(C2)C2=NC1=C(N2C[C@H]2OCC2)C=C(C=C1)C(=O)OC